[N+](=O)(O)[O-].C(CCCCCC)C1=NC=CN1C heptyl-3-methylimidazole nitrate